2-Chloro-5-{[(3,3-dimethylbutyryl)amino]methyl}-N-{1-[2-methyl-4-(trifluoromethoxy)phenyl]-1H-indazol-4-yl}benzamide ClC1=C(C(=O)NC2=C3C=NN(C3=CC=C2)C2=C(C=C(C=C2)OC(F)(F)F)C)C=C(C=C1)CNC(CC(C)(C)C)=O